3-hexenoyl hexanoate C(CCCCC)(=O)OC(CC=CCC)=O